O\N=C\1/CCC2=C(C=CC=C12)C1=NOC(=N1)C=1C=CC(=C(C#N)C1)OC(C)C (E)-5-(3-(1-(hydroxyimino)-2,3-dihydro-1H-inden-4-yl)-1,2,4-oxadiazol-5-yl)-2-isopropoxybenzonitrile